C(C)(C)(C)OC(=O)N1C[C@H]2N(C3=C(C(=NC=4C(=C(C(=CC34)Cl)Br)F)Cl)NC2=O)CC1 (R)-tert-butyl-10-bromo-7,11-dichloro-9-fluoro-5-oxo-4,4a,5,6-tetrahydro-1H-pyrazino[1',2':4,5]pyrazino[2,3-c]quinoline-3(2H)-carboxylate